ClC=1C=CC2=C(NC3=C(NC2=O)C=CC=C3)C1 3-chloro-5,10-dihydro-11H-dibenzo[b,e][1,4]diazepin-11-one